The molecule is a dicarboxylic acid dianion which results from the removal of a proton from each of the carboxylic acid groups of N-(4-aminobenzoyl)-L-glutamic acid. It is a conjugate base of a N-(4-aminobenzoyl)-L-glutamic acid. C1=CC(=CC=C1C(=O)N[C@@H](CCC(=O)[O-])C(=O)[O-])N